ClC1=C(C=C(C=C1)F)OB(O)O (2-chloro-5-fluorophenyl)boric acid